C(C)C1(CCCCC1)OC(=O)CSCCC[Si](OC)(OC)OC 3-((1-ethylcyclohexyl)oxycarbonylmethylthio)propyltrimethoxysilane